N-(2-methoxy-3,5-dimethylisonicotinoyl)-O-((1R,3R)-3-(2-(5,6,7,8-tetrahydro-1,8-naphthyridin-2-yl)ethyl)cyclobutyl)-L-homoserine COC=1C(=C(C(=O)N[C@@H](CCOC2CC(C2)CCC2=NC=3NCCCC3C=C2)C(=O)O)C(=CN1)C)C